2-methoxy-4-((1S,4S)-5-methyl-2,5-diazabicyclo[2.2.1]Heptane-2-yl)aniline COC1=C(N)C=CC(=C1)N1[C@@H]2CN([C@H](C1)C2)C